C(C)(C)(C)OC(=O)N1CC(C(C1)OC1=CC(=C2C(=N1)C(=CS2)C(NC)=O)C(F)(F)F)O 3-hydroxy-4-((3-(methylcarbamoyl)-7-(trifluoromethyl)thieno[3,2-b]pyridin-5-yl)oxy)pyrrolidine-1-carboxylic acid tert-butyl ester